6,12-bis-(1H-indazol-5-yl)-2-(3-{3-oxa-7-azabicyclo[3.3.1]nonan-7-yl}propyl)-9-oxa-2,4,14-triazatricyclo[8.4.0.0^{3,8}]tetradeca-1(10),3(8),4,6,11,13-hexaene N1N=CC2=CC(=CC=C12)C=1C=NC=2N(C=3N=CC(=CC3OC2C1)C=1C=C2C=NNC2=CC1)CCCN1CC2COCC(C1)C2